ClCC=1C=NC=CC1C 3-(chloromethyl)-4-methylpyridine